NC=1C=NC=CC1N1CC(OCC1)CNC(OC(C)(C)C)=O tert-butyl ((4-(3-aminopyridin-4-yl)morpholin-2-yl)methyl)carbamate